FC1(CCC(CC1)N1C(=NC=2C1=C1C(=NC2)NC=C1)C1=CC=C(O1)C=O)F 5-(1-(4,4-difluorocyclohexyl)-1,6-dihydroimidazo[4,5-d]pyrrolo[2,3-b]pyridin-2-yl)furan-2-carbaldehyde